3-[(1R)-1-aminoethyl]-1-({3,4-difluoro-2-[(2-fluoro-4-iodophenyl)amino]phenyl}carbonyl)azetidine-3-ol N[C@H](C)C1(CN(C1)C(=O)C1=C(C(=C(C=C1)F)F)NC1=C(C=C(C=C1)I)F)O